C1(=CC(=CC=C1)C=1C(=C2C(=NC1)NC=C2)Cl)C2=CC=CC=C2 5-([1,1'-biphenyl]-3-yl)-4-chloro-1H-pyrrolo[2,3-b]Pyridine